benzyl N-[8-hydroxy-1-(7-hydroxyheptyl)octyl]-N-[(1-methyl-4-piperidyl)methyl]carbamate OCCCCCCCC(CCCCCCCO)N(C(OCC1=CC=CC=C1)=O)CC1CCN(CC1)C